tert-butyl (R)-4-((R)-1-((tert-butyldimethylsilyl)oxy)ethyl)-1,2,3-oxathiazolidine-3-carboxylate 2,2-dioxide [Si](C)(C)(C(C)(C)C)O[C@H](C)[C@@H]1N(S(OC1)(=O)=O)C(=O)OC(C)(C)C